C(C)OC(=O)C1=C(CC(C1)CC(F)(F)F)N.N1CC(C1)C=1N=C2N(C=C(C(=C2)OC(C)C)NC(=O)C2=NC(=CC=C2)C(F)(F)F)C1 N-[2-(azetidin-3-yl)-7-isopropoxy-imidazo[1,2-a]pyridin-6-yl]-6-(trifluoromethyl)pyridine-2-carboxamide ethyl-2-amino-4-(2,2,2-trifluoroethyl)cyclopent-1-ene-1-carboxylate